CCCCCl n-chlorobutane